COC1=CC=C(CN2CC=3N(CC2)N=C(C3)CO)C=C1 (5-(4-methoxybenzyl)-4,5,6,7-tetrahydropyrazolo[1,5-a]pyrazin-2-yl)methanol